CC(C)C1=C(C=CC=C1)O 2-propan-2-ylphenol